methyl 2-isopropoxypyridine-4-carboxylate C(C)(C)OC1=NC=CC(=C1)C(=O)OC